CC1(N(C[C@H](C1)CCCNC1=NC(=CC=C1)S(N)(=O)=O)C(=O)OC(C)(C)C)C tert-butyl (S)-2,2-dimethyl-4-(3-((6-sulfamoylpyridin-2-yl)amino)propyl)pyrrolidine-1-carboxylate